2,4-dichloro-6-methyl-pyridin-3-amine ClC1=NC(=CC(=C1N)Cl)C